hydroxy-isoindoline-1,3-dione ON1C(C2=CC=CC=C2C1=O)=O